chloromethyl-2,2-dimethyl-4-oxo-3,8,11,14,17,20,23-heptaoxa-5-azahexacosan ClCCC(OC(NCCOCCOCCOCCOCCOCCOCCC)=O)(C)C